2,6-dimethyl-4-vinyl-pyridine CC1=NC(=CC(=C1)C=C)C